(S)-N-(4-(3-Aminopiperidin-1-yl)-5-(1-(difluoromethyl)-1H-pyrazol-4-yl)pyridin-2-yl)-1-isopropyl-1H-pyrazolo[3,4-b]pyridin-6-amine N[C@@H]1CN(CCC1)C1=CC(=NC=C1C=1C=NN(C1)C(F)F)NC1=CC=C2C(=N1)N(N=C2)C(C)C